ethyl 2-(3-bromophenoxy)-2-methylpropionate BrC=1C=C(OC(C(=O)OCC)(C)C)C=CC1